C(C1=CC=CC=C1)N(C1=C2N=CN(C2=NC(=N1)N[C@@H](COC([C@H](C(C)C)NC(=O)OC(C)(C)C)=O)CC)C(C)C)CC (2S)-2-(tert-Butoxycarbonylamino)-3-methyl-butyric acid [(2R)-2-[[6-[benzyl (ethyl) amino]-9-isopropyl-purin-2-yl] amino] butyl] ester